ClC1=C(C=NC(=C1F)F)C=NS(=O)C(C)(C)C N-((4-Chloro-5,6-difluoropyridin-3-yl)methylene)-2-methylpropane-2-sulfinamide